1-(2-(1H-1,2,4-triazol-1-yl)ethoxy)-6-fluoro-3-phenoxy-9H-carbazole N1(N=CN=C1)CCOC1=CC(=CC=2C3=CC(=CC=C3NC12)F)OC1=CC=CC=C1